F[B-](F)(F)F.C1(=CC=CC=C1)[S+]1C=2C=CC=CC2C(C2=CC=CC=C12)=O 10-Phenyl-9-oxo-thioxanthenium tetrafluoroborat